diindenyl-titanium dichloride [Cl-].[Cl-].C1(C=CC2=CC=CC=C12)[Ti+2]C1C=CC2=CC=CC=C12